C(C)C1(CCCC1)OC(COC1=C(C=CC=2C(C3=CC=CC=C3SC12)=O)OCC(=O)OC1(CCCC1)CC)=O (1-ethylcyclopentyl) 2-[4-[2-(1-ethylcyclopentoxy)-2-oxo-ethoxy]-9-oxo-thioxanthen-3-yl]oxyacetate